1-bromo-2,4,6-trifluoro-3,5-bistrifluoromethylbenzene BrC1=C(C(=C(C(=C1F)C(F)(F)F)F)C(F)(F)F)F